6-ethyl-5-methyl-3-((3-((R)-1-((S)-2-(methylamino)propanamido)propan-2-yl)phenyl)amino)pyrazine-2-carboxamide C(C)C1=C(N=C(C(=N1)C(=O)N)NC1=CC(=CC=C1)[C@H](CNC([C@H](C)NC)=O)C)C